C1(CCCCC1)N1CCN(C2=CC=CC=C12)C(=O)NC1CN(CC1)C 4-cyclohexyl-N-(1-methylpyrrolidin-3-yl)-3,4-dihydroquinoxaline-1(2H)-carboxamide